(6-aminopyridin-3-yl)-1-isopropyl-7-(methylthio)-3,4-dihydropyrimido[4,5-d]pyrimidin-2(1H)-one NC1=CC=C(C=N1)N1C(N(C2=NC(=NC=C2C1)SC)C(C)C)=O